FC(C(C(=O)N1C[C@H]2OC3=C([C@@H]1C2)C=NC=C3C#CC=3C=NC=NC3)(C)C)F 3,3-difluoro-2,2-dimethyl-1-((2S,5S)-9-(pyrimidin-5-ylethynyl)-2,3-dihydro-2,5-methanopyrido[3,4-f][1,4]oxazepin-4(5H)-yl)propan-1-one